C12(C3(CCCCC3(CC1)C2)CO)CO tricyclo[5.2.1.02,7]decanedimethanol